Br.N[C@H]1CS(C(=C1)C)(=O)=O (R)-3-amino-5-methyl-2,3-dihydrothiophene 1,1-dioxide, hydrobromide